O1C(=CC=C1)C1=CC=C(C=C1)CC(=O)N1C[C@@H](CC[C@@H]1C)C(=O)O (3R,6S)-1-(2-(4-(furan-2-yl)phenyl)acetyl)-6-methylpiperidine-3-carboxylic acid